NCCC[C@H]1CC(N(C1)C(=O)OC(C)(C)C)(C([2H])([2H])[2H])C([2H])([2H])[2H] tert-Butyl (4S)-4-(3-aminopropyl)-2,2-bis(trideuteriomethyl)pyrrolidine-1-carboxylate